NCCCC(=O)NC1=CC=C(C=C1)NC=1OC2=C(N1)C=C(C=C2)C(C)(C)C 4-amino-N-(4-(5-tert-butylbenzo[d]oxazol-2-ylamino)phenyl)butanamide